tryptophan propyl ester C(CC)OC([C@@H](N)CC1=CNC2=CC=CC=C12)=O